acetic acid [(2R,3R,4R,5R)-4-acetoxy-2-[(butyrylamino) methyl]-5-[2-(2-methylpropyl-amino)-6-oxo-1H-purin-9-yl] tetrahydrofuran-3-yl] ester C(C)(=O)O[C@@H]1[C@@H]([C@H](O[C@H]1N1C=2N=C(NC(C2N=C1)=O)NCC(C)C)CNC(CCC)=O)OC(C)=O